[Se]=[Te].[Zn].[Hg] mercury zinc selenotelluride